Cl.N[C@H](C(=O)O)CC1=CC=C(C=C1)C1=CSC2=C1N=C(N=C2O[C@@H](C(F)(F)F)C2=C(C=C(C=C2)Cl)C=2CCCOC2)N (S)-2-amino-3-(4-(2-amino-4-((R)-1-(4-chloro-2-(3,4-dihydro-2H-pyran-5-yl)phenyl)-2,2,2-trifluoroethoxy)thieno[3,2-d]pyrimidine-7-yl)phenyl)propionic acid hydrochloride